7-(3-amino-1H-pyrazol-1-yl)-1-(6-amino-4-methyl-pyridin-3-yl)-6-chloro-4-oxo-1,4-dihydro-1,8-naphthyridine-3-carboxylic acid NC1=NN(C=C1)C1=C(C=C2C(C(=CN(C2=N1)C=1C=NC(=CC1C)N)C(=O)O)=O)Cl